zinc titanium manganese [Mn].[Ti].[Zn]